FC(SC1=CC=C(C=N1)N)(F)F 6-((trifluoromethyl)thio)pyridin-3-amine